C12(CC3CC(CC(C1)C3)C2)C=2C(=C(C=C(C2)C(C)(C)C)C2=C(C=CC=C2)B2OC(C(O2)(C)C)(C)C)OCOC 2-(3'-(adamantan-1-yl)-5'-(tert-butyl)-2'-(methoxymethoxy)-[1,1'-biphenyl]-2-yl)-4,4,5,5-tetramethyl-1,3,2-dioxaborolane